ethyl 6-(5-(difluoromethoxy) pyridin-2-yl)-1-(4-fluorophenylmethyl)-2-oxo-1,2-dihydro-1,8-naphthyridine-3-carboxylate FC(OC=1C=CC(=NC1)C=1C=C2C=C(C(N(C2=NC1)CC1=CC=C(C=C1)F)=O)C(=O)OCC)F